(7-((4-(ethylamino)-5-(trifluoromethyl)-7H-pyrrolo[2,3-d]pyrimidin-2-yl)amino)-2,3-dihydrobenzo-furan-4-yl)(morpholino)methanone C(C)NC=1C2=C(N=C(N1)NC1=CC=C(C=3CCOC31)C(=O)N3CCOCC3)NC=C2C(F)(F)F